ClC1=CC=C(C=C1)C1=N[C@H](C=2N(C3=C1C(=C(S3)C)C)C(=NN2)C)CC=2OC=CN2 (S)-2-((4-(4-chlorophenyl)-2,3,9-trimethyl-6H-thieno[3,2-f][1,2,4]triazolo[4,3-a][1,4]diazepin-6-yl)methyl)oxazole